[C@@H]1([C@H](O)[C@H](O)[C@@H](CC2([C@H](OP(=O)(O)O)[C@H](OP(=O)(O)O)[C@H](O2)CO)Cl)O1)N1C=NC=2C(N)=NC=NC12 adenosyl-bis-phosphoribosyl chloride